1-(3-chloro-4-heptyloxyphenyl)biguanide ClC=1C=C(C=CC1OCCCCCCC)NC(=N)NC(=N)N